(S)-N-(sec-butyl)-5-(3-methylimidazo[1,2-b]pyridazin-6-yl)-7H-pyrrolo[2,3-d]pyrimidin-2-amine [C@H](C)(CC)NC=1N=CC2=C(N1)NC=C2C=2C=CC=1N(N2)C(=CN1)C